F[P-](F)(F)(F)(F)F.N1N=[N+](C2=NC=CC=C21)[O-] 1H-1,2,3-triazolo[4,5-b]pyridine-3-oxide hexafluorophosphate